ClC=1C(=CC=2N=CNC(C2N1)=O)OCC 6-chloro-7-ethoxypyrido[3,2-d]pyrimidin-4(3H)-one